N-[2-(5-Fluoro-4-methyl-1H-indol-3-yl)ethyl]acetamide FC=1C(=C2C(=CNC2=CC1)CCNC(C)=O)C